C(CCCCCCCCC(=O)OCC(CCCC)CC)(=O)OCC(CCCC)CC Bis(2-ethylhexyl) decan-dioat